C(CN)[C@H](C(=O)O)N The molecule is a 2,4-diaminobutyric acid that has R-configuration. It has a role as a bacterial metabolite. It derives from a butyric acid. It is an enantiomer of a L-2,4-diaminobutyric acid.